O(CC)[Si](CCC)(CCC)CCC ethoxyl-tripropylsilane